N'-(3-methyl-2-hydroxybenzylidene)-2-((3-fluorophenyl)amino)acethydrazide Tert-butyl-5-(2-methoxy-N-methylacetamido)-3,4-dihydroisoquinoline-2(1H)-carboxylate C(C)(C)(C)OC(=O)N1CC2=CC=CC(=C2CC1)N(C(COC)=O)C.CC=1C(=C(C=NNC(CNC2=CC(=CC=C2)F)=O)C=CC1)O